1-Methyl-N-{5-[2-(trifluoromethyl)phenyl]-1-trityl-1H-indazol-3-yl}piperidine-4-carboxamide CN1CCC(CC1)C(=O)NC1=NN(C2=CC=C(C=C12)C1=C(C=CC=C1)C(F)(F)F)C(C1=CC=CC=C1)(C1=CC=CC=C1)C1=CC=CC=C1